1-butyl-2-mesityl-4,5-diphenyl-1H-imidazole C(CCC)N1C(=NC(=C1C1=CC=CC=C1)C1=CC=CC=C1)C1=C(C=C(C=C1C)C)C